[3-methoxy-5-(1,2,4-triazol-4-yl)phenyl]methanone COC=1C=C(C=C(C1)N1C=NN=C1)C=O